CCCCCCCCCCCCCCCCCCC(=O)O 19-nonadecanoic acid